(2S,3S)-1-(9H-fluoren-9-ylmethoxycarbonyl)-3-tetrahydropyran-2-yloxy-pyrrolidine-2-carboxylic acid C1=CC=CC=2C3=CC=CC=C3C(C12)COC(=O)N1[C@@H]([C@H](CC1)OC1OCCCC1)C(=O)O